C(C)(=O)OC1=C(C=C(C=C1)C=CC(=O)O)OC 3-(4-acetoxy-3-methoxyphenyl)acrylic acid